COC=1C=C2C(NN=C(C2=CC1OC)C1=CC=C2CCN(CC2=C1)S(=O)(=O)N)=O 7-(6,7-dimethoxy-4-oxo-3,4-dihydro-phthalazin-1-yl)-3,4-dihydro-isoquinoline-2(1H)-sulfonamide